CNCC[C@@H](C1=CC=CC=C1)NC(=O)N1CC2=CC=CC(=C2CC1)C1=CC=C(C=C1)C(F)(F)F (S)-N-(3-(methylamino)-1-phenylpropyl)-5-(4-(trifluoromethyl)phenyl)-3,4-dihydroisoquinoline-2(1H)-carboxamide